COC1=C(C=CC=C1)C1(CC2C(N(OC2(C)C)C)C(C1)C)C 5-(2-Methoxyphenyl)-1,3,3,5,7-pentamethyloctahydrobenzo[c]isoxazol